(3,5'-dimethyl-[2,3'-bipyridin]-2'-yl)((1S,4R,6R)-6-((5-(trifluoromethyl)pyridin-2-yl)amino)-2-azabicyclo[2.2.2]octan-2-yl)methanone CC=1C(=NC=CC1)C=1C(=NC=C(C1)C)C(=O)N1[C@@H]2[C@@H](C[C@H](C1)CC2)NC2=NC=C(C=C2)C(F)(F)F